ClC1=C(C=C2CCNC(C2=C1)=O)B1OC(C(O1)(C)C)(C)C 7-chloro-6-(4,4,5,5-tetramethyl-1,3,2-dioxaborolan-2-yl)-3,4-dihydroisoquinolin-1(2H)-one